ethyl 1-[3-[1,3-benzodioxol-5-yl(methyl)carbamoyl]phenyl]-3,5-dimethyl-pyrazole-4-carboxylate O1COC2=C1C=CC(=C2)N(C(=O)C=2C=C(C=CC2)N2N=C(C(=C2C)C(=O)OCC)C)C